tert-butyl (S)-4-((4-(3-(2-(benzyloxy)-6-hydroxypyridin-3-yl)-1-methyl-1H-indazol-7-yl) piperazin-1-yl) methyl)-3,3-dimethylpiperidin-1-carboxylate C(C1=CC=CC=C1)OC1=NC(=CC=C1C1=NN(C2=C(C=CC=C12)N1CCN(CC1)C[C@@H]1C(CN(CC1)C(=O)OC(C)(C)C)(C)C)C)O